BrC1=CC2=C(N=C(N=C2)NC2CCC(CC2)C(=O)NC)N(C1=O)C 4-((6-bromo-8-methyl-7-oxo-7,8-dihydropyrido[2,3-d]pyrimidin-2-yl)amino)-N-methylcyclohexane-1-carboxamide